FC([C@H]1[C@@H](N2C(C=3N(N([C@@H](C1)C)C2)C=C(C(C3O)=O)C(=O)NCC3=C(C=C(C=C3F)F)F)=O)C)F (1S,2R,4R,5S)-4-(difluoromethyl)-8-hydroxy-2,5-dimethyl-7,9-dioxo-N-(2,4,6-trifluorobenzyl)-2,3,4,5,7,9-hexahydro-1,6-methanopyrido[1,2-b][1,2,5]triazonine-10-carboxamide